ClC=1C=C(C=CC1)[C@H](C)C1OCCC(C1)(C(=O)N)N1C[C@@H](CC1)OC1=CC(=CC=C1)C(F)(F)F ((S)-1-(3-Chlorophenyl)ethyl)-4-((R)-3-(3-(trifluoromethyl)phenoxy)pyrrolidin-1-yl)tetrahydro-2H-pyran-4-carboxamide